BrC=1C(=C(C(=O)O)C(=CC1)C)OC 3-bromo-2-methoxy-6-methylbenzoic acid